CC1=C(C=CC(=C1)CC(C)(C)C)/C=C(/C=O)\C (E)-3-(2-methyl-4-neopentylphenyl)-2-methylacrolein